FC1=CC=C(COC2=CC=C3CCC(OC3=C2)C(=O)O)C=C1 7-((4-fluorobenzyl)oxy)chromane-2-carboxylic acid